C(C1=CC=CC=C1)S(=O)(=O)N1CCC(=CC1)B1OC(C(O1)(C)C)(C)C 1-(benzylsulfonyl)-4-(4,4,5,5-tetramethyl-1,3,2-dioxaborolan-2-yl)-1,2,3,6-tetrahydropyridine